[NH4+].C(C)N1CSC2=C1C=CC(=C2)S(=O)(=O)[O-].C(C)N2CSC1=C2C=CC(=C1)S(=O)(=O)[O-].[NH4+] bis(3-ethylbenzothiazole-6-sulfonic acid) ammonium salt